N1=C(C=CC=C1)C1=CC=C(S1)C=O [5-(2-pyridyl)-2-thienyl]methanone